6-methylsulfanylpyridin-3-amine CSC1=CC=C(C=N1)N